4-butyl-N-(3,5-dimethoxybenzyl)-3-(4-fluorophenyl)-N,5-dimethyl-1-phenyl-4,5-dihydro-1H-pyrazole-5-carboxamide C(CCC)C1C(=NN(C1(C(=O)N(C)CC1=CC(=CC(=C1)OC)OC)C)C1=CC=CC=C1)C1=CC=C(C=C1)F